ClC=1C=C(C=CC1)C(C(CC(=O)N[C@H](C(=O)OC)CCCC)(C1=CC=CC=C1)O)(C)C methyl (2S)-2-(4-(3-chlorophenyl)-3-hydroxy-4-methyl-3-phenylpentanamido)hexanoate